FC=1N=CN(C1)CC1=CC(=C(C=C1)[C@@H]1[C@H](C1)C(=O)O)C (1S,2S)-2-(4-((4-Fluoro-1H-imidazol-1-yl)methyl)-2-methylphenyl)cyclopropane-1-carboxylic acid